4-((1,3-dimethyl-1H-pyrazolo[4,3-b]pyridin-6-yl)oxy)pyridin CN1N=C(C2=NC=C(C=C21)OC2=CC=NC=C2)C